C(C)(C)(C)OC(=O)N1[C@H](CCC1)[C@@H]([C@H](C1=CC=CC=C1)C1=CC(=CC=C1)F)OS(=O)(=O)C (R)-2-((1R,2R)-2-(3-fluorophenyl)-1-((methylsulfonyl)oxy)-2-phenylethyl)pyrrolidine-1-carboxylic acid tert-butyl ester